1-([1,1':3',1''-terphenyl]-2'-yl)-3-(3-(tert-butyl)-5-((9-(4-(tert-butyl)pyridin-2-yl)-9H-carbazol-2-yl)oxy)phenyl)-1H-benzo[d]imidazol-3-ium chloride [Cl-].C1(=CC=CC=C1)C1=C(C(=CC=C1)C1=CC=CC=C1)N1C=[N+](C2=C1C=CC=C2)C2=CC(=CC(=C2)OC2=CC=1N(C3=CC=CC=C3C1C=C2)C2=NC=CC(=C2)C(C)(C)C)C(C)(C)C